2-aminoacetyl-CoA NCC(=O)SCCNC(CCNC([C@@H](C(COP(OP(OC[C@@H]1[C@H]([C@H]([C@@H](O1)N1C=NC=2C(N)=NC=NC12)O)OP(=O)(O)O)(=O)O)(=O)O)(C)C)O)=O)=O